CC1(OCCC2=C(NN=C2C(=O)N[C@@H]2C(N(C3=C(OC2)C=CC=C3)C)=O)C1)C (S)-7,7-dimethyl-N-(5-methyl-4-oxo-2,3,4,5-tetrahydrobenzo[b][1,4]oxazepin-3-yl)-4,5,7,8-tetrahydro-1H-oxepino[4,5-c]pyrazole-3-carboxamide